2-iodo-1-isoselenocyanato-4-(trifluoromethyl)benzene IC1=C(C=CC(=C1)C(F)(F)F)N=C=[Se]